ClC(C(F)(F)F)C(Cl)Cl 2,3,3-trichloro-1,1,1-trifluoro-propane